(2R,3R)-3-hydroxypyrrolidine-1,2-dicarboxylic acid 1-(tert-butyl) 2-methyl ester COC(=O)[C@@H]1N(CC[C@H]1O)C(=O)OC(C)(C)C